Cl.O=C1N(C=2C(=NC=CC2)N1[C@@H]1CNCC1)C=1C=CC(=NC1)C1=CC=C(C(=O)OC)C=C1 Methyl (S)-4-(5-(2-oxo-3-(pyrrolidin-3-yl)-2,3-dihydro-1H-imidazo[4,5-b]pyridin-1-yl)pyridin-2-yl)benzoate Hydrochloride